8-{[(3R,3'R)-3'-hydroxy-1,4-dihydro-1'H,2H-spiro[isoquinoline-3,4'-piperidin]-1'-yl]carbonyl}-4-(2,2,2-trifluoroethyl)-1,2,3,4-tetrahydro-5H-1,4-benzodiazepin-5-one TFA salt OC(=O)C(F)(F)F.O[C@@H]1CN(CC[C@@]12NCC1=CC=CC=C1C2)C(=O)C2=CC1=C(C(N(CCN1)CC(F)(F)F)=O)C=C2